[2-(hydroxymethyl)-2-(3-oxobutanoyloxymethyl) butyl] 3-oxobutanoate O=C(CC(=O)OCC(CC)(COC(CC(C)=O)=O)CO)C